ClC=1C=C(CC=2C=CC(=NC2)C2=C(C(=O)N)C=CC(=N2)C#N)C=CC1 (5-(3-chlorobenzyl)pyridin-2-yl)-6-cyanonicotinamide